C(C)OC(CC(=O)[C@@H]1[C@H](C1)C(F)F)=O 3-((1S,2S)-2-(difluoromethyl)cyclopropyl)-3-oxopropionic acid ethyl ester